1-(2,4-dimethoxyphenyl)meth-anamine COC1=C(C=CC(=C1)OC)CN